FC(C1=CC(=NN1CC(=O)N1CCC(CC1)C1=CC(=NC=C1)C(=O)NC1CCCC2=CC=CC=C12)C(F)(F)F)F 4-[1-[2-[5-(difluoromethyl)-3-(trifluoromethyl)pyrazol-1-yl]acetyl]-4-piperidyl]-N-tetralin-1-yl-pyridine-2-carboxamide